(M)-6-Chloro-4-[(2S,5R)-2,5-dimethyl-4-prop-2-enoyl-piperazin-1-yl]-7-[2-[(1RS)-1-hydroxyethyl]phenyl]-1-(2-isopropyl-4-methyl-3-pyridyl)pyrido[2,3-d]pyrimidin-2-one ClC1=CC2=C(N(C(N=C2N2[C@H](CN([C@@H](C2)C)C(C=C)=O)C)=O)C=2C(=NC=CC2C)C(C)C)N=C1C1=C(C=CC=C1)[C@@H](C)O |&1:40|